C(#N)C1=C(N(N=C1C1=CC=C(C=C1)CC(=O)NC1=CC(=NO1)CC1(CCC1)C)C(C)C)NC(OC(C)(C)C)=O tert-Butyl N-[4-cyano-2-isopropyl-5-[4-[2-[[3-[(1-methylcyclobutyl)methyl]isoxazol-5-yl]amino]-2-oxoethyl]phenyl]pyrazol-3-yl]carbamate